O1CCN(CC1)C1=CN=CC(=N1)B(O)O 6-MORPHOLINOPYRAZINE-2-BORONIC ACID